Methyl (S)-2-(3-((6-((1-(3-(tert-butyl)phenyl)ethyl)carbamoyl)-1-(cyclobutylmethyl)-2-methyl-1H-indol-3-yl)methyl)phenoxy)-2-methylpropanoate C(C)(C)(C)C=1C=C(C=CC1)[C@H](C)NC(=O)C1=CC=C2C(=C(N(C2=C1)CC1CCC1)C)CC=1C=C(OC(C(=O)OC)(C)C)C=CC1